FC=1C=C(C=C(C1F)C)O 3,4-difluoro-5-methylphenol